(R)-N-(1-cyclopropylethyl)-5-(pyrido[2,3-b]pyrazin-7-yl)pyrrolo[2,1-f][1,2,4]triazin-2-amine C1(CC1)[C@@H](C)NC1=NN2C(C=N1)=C(C=C2)C2=CC=1C(=NC=CN1)N=C2